p-phenylenediisopropylisothiocyanate C1(=CC=C(C=C1)C(C)(C)N=C=S)C(C)(C)N=C=S